(1s,2r,3r,5r)-5-(4-chloro-5,6-dihydro-7H-pyrrolo[2,3-d]pyrimidin-7-yl)-3-(hydroxymethyl)-3-vinylcyclopentane-1,2-diol ClC=1C2=C(N=CN1)N(CC2)[C@@H]2C[C@@]([C@H]([C@H]2O)O)(C=C)CO